cis-1-(2-acetylhydrazine-1-carbonyl)-N-(2-fluoro-5-(5-fluoropyridin-3-yl)-4-methylphenyl)-3-methyl-6-azabicyclo[3.1.1]heptane-6-carboxamide C(C)(=O)NNC(=O)C12CC(CC(N1C(=O)NC1=C(C=C(C(=C1)C=1C=NC=C(C1)F)C)F)C2)C